4-(4-chloro-2-fluoro-phenyl)-2-[(2R,4S)-2-(1-cyclopropylpyrazol-4-yl)tetrahydropyran-4-yl]-7-methyl-pteridine ClC1=CC(=C(C=C1)C1=NC(=NC2=NC(=CN=C12)C)[C@@H]1C[C@@H](OCC1)C=1C=NN(C1)C1CC1)F